C(C1=CC=CC=C1)N1N=C(C(=C1Cl)CC=O)C(=O)OCC ethyl 1-benzyl-5-chloro-4-(2-oxoethyl)-1H-pyrazole-3-carboxylate